2-[4-(3-(cyano)phenyl)-6-(4-hydroxypiperidin-1-yl)pyrimidin-2-ylamino]-4-methylthiazole-5-carboxylic acid ethyl ester C(C)OC(=O)C1=C(N=C(S1)NC1=NC(=CC(=N1)C1=CC(=CC=C1)C#N)N1CCC(CC1)O)C